4-(2-chloro-6-cyclopropylpyridin-4-yl)-3-(1H-imidazol-2-yl)benzonitrile ClC1=NC(=CC(=C1)C1=C(C=C(C#N)C=C1)C=1NC=CN1)C1CC1